2-(benzyloxy)-6-((2-bromopyridin-4-yl)oxy)-4-methoxybenzaldehyde C(C1=CC=CC=C1)OC1=C(C=O)C(=CC(=C1)OC)OC1=CC(=NC=C1)Br